N-[(2S)-4-{[(2R)-6-chloro-4-oxo-3,4-dihydro-2H-1-benzopyran-2-carbonyl]amino}-2-hydroxybicyclo[2.2.2]octan-1-yl]-5-(difluoromethyl)pyrazine-2-carboxamide ClC=1C=CC2=C(C(C[C@@H](O2)C(=O)NC23C[C@@H](C(CC2)(CC3)NC(=O)C3=NC=C(N=C3)C(F)F)O)=O)C1